6-[1-[1-(2-Aminoacetyl)-4-piperidyl]pyrazol-4-yl]-2-[(2S)-2-methylazetidin-1-yl]-4-(trifluoromethyl)pyridine-3-carbonitrile NCC(=O)N1CCC(CC1)N1N=CC(=C1)C1=CC(=C(C(=N1)N1[C@H](CC1)C)C#N)C(F)(F)F